C(C)(C)(C)OC(=O)N1[C@H](CC(=CC1)B1OC(C(O1)(C)C)(C)C)C (S)-2-methyl-4-(4,4,5,5-tetramethyl-1,3,2-dioxaborolan-2-yl)-3,6-dihydropyridine-1(2H)-carboxylic acid tert-butyl ester